(S)-1-(4-Methoxy-benzenesulfonyl)-pyrrolidine-2-carboxylic acid benzooxazol-5-ylmethyl-(4,4-difluoro-cyclohexyl)-amide O1C=NC2=C1C=CC(=C2)CN(C(=O)[C@H]2N(CCC2)S(=O)(=O)C2=CC=C(C=C2)OC)C2CCC(CC2)(F)F